C(C1=CC=CC=C1)OC1=CC=CC(=N1)N1[C@@H](CCC1)C(=O)OC methyl (6-(benzyloxy)pyridin-2-yl)prolinate